C1(CC1)CN1C(=CC=2C1=NC=CC2)C2=NC1=C(N2C)C(=CC(=C1)C(=O)N1CC(C(CC1)F)OS(=O)(=O)C)OC Methanesulfonic acid 1-{2-[1-(cyclopropylmethyl)-1H-pyrrolo[2,3-b]pyridin-2-yl]-7-methoxy-1-methyl-1H-1,3-benzodiazole-5-carbonyl}-4-fluoropiperidin-3-yl ester